methyl (3S,9aR)-5,7-dioxooctahydro-1H-pyrrolo[1,2-a]azepine-3-carboxylate O=C1CC(CC[C@@H]2N1[C@@H](CC2)C(=O)OC)=O